COC=1C=C(C=C(C1OC)OC)N1C=NC(=C1)NC=1C2=C(N=C(N1)N1[C@H](CCC1)CO)COC2 (R)-(1-(4-((1-(3,4,5-trimethoxyphenyl)-1H-imidazol-4-yl)amino)-5,7-dihydrofuro[3,4-d]pyrimidin-2-yl)pyrrolidin-2-yl)methanol